C(N)(=O)C1=CC=C2C(=NN(C2=C1)CCCCCCNC(OC(C)(C)C)=O)C tert-butyl N-[6-(6-carbamoyl-3-methylindazol-1-yl)hexyl]carbamate